5-ethyl-2-(2-hydroxy-1,1-dimethylethyl)-5-hydroxymethyl-1,3-dioxane C(C)C1(COC(OC1)C(CO)(C)C)CO